BrC1=CC=2C3=C(C=NC2C=C1F)N(C(C31CC(C1)C=1C=NC=CC1)=O)C 8'-Bromo-7'-Fluoro-3'-methyl-3-(pyridin-3-yl)spiro[cyclobutane-1,1'-pyrrolo[2,3-c]quinolin]-2'(3'H)-one